CC=1N=C(N(C1)COCC[Si](C)(C)C)OC1=CC(=CC=C1)C1CN(C1)C 4-methyl-2-(3-(1-methylazetidin-3-yl)phenoxy)-1-((2-(trimethylsilyl)-ethoxy)methyl)-1H-imidazole